C(C)OC1=NC(=NC=C1C(NC1=CC2=CN(N=C2C(=C1)F)C)=O)N1CC(N(CC1)C(=O)OC(C)(C)C)(C)C tert-butyl 4-(4-ethoxy-5-((7-fluoro-2-methyl-2H-indazol-5-yl) carbamoyl)pyrimidin-2-yl)-2,2-dimethylpiperazine-1-carboxylate